3-(pyridin-4-yl)-1H-thieno[2,3-c]pyrazole-5-amide N1=CC=C(C=C1)C=1C2=C(NN1)SC(=C2)C(=O)N